ClC1=NC(=NC(=C1C(C)(F)F)Cl)N 4,6-dichloro-5-(1,1-difluoroethyl)pyrimidin-2-amine